6-amino-3-(4-fluoro-2-methylbenzyl)isobenzofuran-1(3H)-one NC1=CC=C2C(OC(C2=C1)=O)CC1=C(C=C(C=C1)F)C